3-(Benzyloxy)-6-methyldibenzo[c,f][1,2]thiazepin-11(6H)-one 5,5-dioxide C(C1=CC=CC=C1)OC1=CC2=C(C(C3=C(N(S2(=O)=O)C)C=CC=C3)=O)C=C1